C(C)C1(C(=CC(=C1)CC)CC)[Hf]C1(C(=CC(=C1)CC)CC)CC bis[1,2,4-tris(ethyl)cyclopentadienyl]hafnium